3-(6-(4-methylpiperazin-1-yl)pyridin-3-yl)-1H-1,2,4-triazole-3,5-diamine CN1CCN(CC1)C1=CC=C(C=N1)C1(NNC(=N1)N)N